1,3-propylene glycol monovinyl ether C(=C)OCCCO